2,2-dimethyl-5-methylamino-4-phenyl-1,3-dioxan CC1(OCC(C(O1)C1=CC=CC=C1)NC)C